N-(4-cyclopropyl-3-(1-methyl-1H-pyrazol-3-yl)phenyl)-1H-imidazole-1-carboxamide C1(CC1)C1=C(C=C(C=C1)NC(=O)N1C=NC=C1)C1=NN(C=C1)C